N1=CC=C(C2=NC=CC=C12)C(=O)O [1,5]naphthyridine-4-carboxylic acid